CC=1C=C(C=CC1C)N1N=C(C=2C=NC=3C=CC(=CC3C21)OC)C=2C=C(C=CC2)N2CCN(CC2)C 1-{3-[1-(3,4-dimethylphenyl)-8-methoxy-1H-pyrazolo[4,3-c]quinolin-3-yl]phenyl}-4-methylpiperazine